((2-(((3S,6S,9aS)-3-(3-(5-cyanopyridin-3-yl)azetidine-1-carbonyl)-5-oxooctahydro-1H-pyrrolo[1,2-a]azepin-6-yl)carbamoyl)benzo[b]thiophen-5-yl)methyl)phosphonic acid C(#N)C=1C=C(C=NC1)C1CN(C1)C(=O)[C@@H]1CC[C@H]2N1C([C@H](CCC2)NC(=O)C2=CC1=C(S2)C=CC(=C1)CP(O)(O)=O)=O